NC=1C=CC=C2CN(C(C12)=O)CC(=O)N(CC(F)(F)F)C 2-(7-amino-1-oxo-isoindolin-2-yl)-N-methyl-N-(2,2,2-trifluoroethyl)acetamide